FC1=CC(=NC(=C1C(F)(F)F)OC)C1=NC=CC=C1 4-fluoro-6-methoxy-2-(2-pyridyl)-5-trifluoromethylpyridine